FC1=C(C(=CC(=C1)OC)F)[C@H]1[C@@H](C(NC1)=O)NC(=O)NC1=CC(=C(C=C1)F)C |o1:10,11| (-)-1-[(3S*,4R*)-4-(2,6-difluoro-4-methoxyphenyl)-2-oxopyrrolidin-3-yl]-3-(4-fluoro-3-methylphenyl)urea